N12C=CC3=CC=CC(=C13)C=1C(=COC=CC=C2)N=NC1 pyrazolo[4',3':9,10][1,6]oxazacycloundecino[8,7,6-hi]indole